(3S)-7,7,7-trifluoro-3-methyl-1,3-heptanediol FC(CCC[C@@](CCO)(O)C)(F)F